N-((2-(6-((cis)-2,6-dimethylmorpholino)-4-(hydroxymethyl)pyridin-2-yl)-1,6-naphthyridin-7-yl)methyl)-4-methyl-3-(methylsulfonyl)benzamide C[C@@H]1O[C@@H](CN(C1)C1=CC(=CC(=N1)C1=NC2=CC(=NC=C2C=C1)CNC(C1=CC(=C(C=C1)C)S(=O)(=O)C)=O)CO)C